2-[3-bromo-4-[3-[2-[4-(2-piperazin-1-ylethyl)piperazin-1-yl]ethoxy]phenoxy]phenyl]propan-2-ol BrC=1C=C(C=CC1OC1=CC(=CC=C1)OCCN1CCN(CC1)CCN1CCNCC1)C(C)(C)O